6-nitro-1-(4-aminophenyl)-1,3,3-trimethylindane [N+](=O)([O-])C1=CC=C2C(CC(C2=C1)(C)C1=CC=C(C=C1)N)(C)C